N1=CC=NC2=CC(=CC=C12)NC(C(CCC)N1C(C=C(C(=C1)OC)C1=C(C=CC(=C1)Cl)N1N=NN=C1)=O)=O N-(quinoxalin-6-yl)-2-{4-[5-chloro-2-(1H-tetrazol-1-yl)phenyl]-5-methoxy-2-oxopyridin-1(2H)-yl}pentanamide